ClC1=CC=C(C=C1)C(C1=NC=C(C#N)C=C1)OC1=CC=C2C(CCOC2=C1C)=O 6-((4-chlorophenyl)((8-methyl-4-oxochroman-7-yl)oxy)methyl)nicotinonitrile